(S)-4-(4-cyano-2,3-dihydrobenzofuran-7-yl)-5-cyclopropoxy-2,8-dimethyl-1,4-dihydro-1,6-naphthyridine-3-carboxamide C(#N)C1=CC=C(C2=C1CCO2)[C@@H]2C(=C(NC1=C(C=NC(=C21)OC2CC2)C)C)C(=O)N